O-acetyl phosphoroamidate P(OC(C)=O)([O-])(=O)N